silver-aluminium [Al].[Ag]